[Ru](Cl)Cl.C(C)(C)C1=CC=CC=C1 p-isopropylbenzene ruthenium dichloride